Cl.NCCC=1C=C(C=CC1)B(O)O 3-(2-AMINOETHYL)PHENYLBORONIC ACID HYDROCHLORIDE